1-(4-(4-acryloyl-3-(cyanomethyl)piperazin-1-yl)-2-((1-methylpyrrolidin-2-yl)methoxy)-5,6,7,8-tetrahydroquinazolin-7-yl)indoline-7-carbonitrile C(C=C)(=O)N1C(CN(CC1)C1=NC(=NC=2CC(CCC12)N1CCC2=CC=CC(=C12)C#N)OCC1N(CCC1)C)CC#N